C(C1=CC=CC=C1)N1CCC(CC1)=CC(=O)N1CCC(CC1)OS(=O)(=O)C 1-(1-benzyl-4-piperidylideneacetyl)-4-mesyloxypiperidine